5-([4-(4-chlorophenyl)-1,3-thiazol-2-yl]amino)-N-hydroxypyrimidine-2-carboxamide ClC1=CC=C(C=C1)C=1N=C(SC1)NC=1C=NC(=NC1)C(=O)NO